NCCC=1C=C(C(=CC1)OC)O 4-aminoethylguaiacol